FC(C=1C=C(C=C(C1)C(F)(F)F)C1=NN(C=N1)\C=C/C(=O)NCC=1C=NC=NC1)(F)F (Z)-3-(3-(3,5-bis(trifluoromethyl)phenyl)-1H-1,2,4-triazol-1-yl)-N-(pyrimidin-5-ylmethyl)acrylamide